3-(3-(2-((phenylmethyl)sulfonamido)-4-(4-(4-((6-(trifluoromethyl)pyridazin-3-yl)oxy)phenyl)-piperidine-1-carbonyl)phenoxy)propyl)azetidin-1-ium 2,2,2-trifluoroacetate FC(C(=O)[O-])(F)F.C1(=CC=CC=C1)CS(=O)(=O)NC1=C(OCCCC2C[NH2+]C2)C=CC(=C1)C(=O)N1CCC(CC1)C1=CC=C(C=C1)OC=1N=NC(=CC1)C(F)(F)F